CN1C(=C(C2=CC=CC=C12)C(C(=O)O)C(=O)O)C 1,2-dimethylindole-3-malonic acid